C1(CC1)C1=NN(C=N1)C1CC2(CN(C2)C(=O)N2C[C@H]3[C@@H](C2)CC(C3)OC=3C=CC(=C(C#N)C3)C(F)(F)F)C1 |r| 5-[[rac-(3aS,6aR)-2-[6-(3-cyclopropyl-1,2,4-triazol-1-yl)-2-azaspiro[3.3]heptane-2-carbonyl]-3,3a,4,5,6,6a-hexahydro-1H-cyclopenta[c]pyrrol-5-yl]oxy]-2-(trifluoromethyl)benzonitrile